COC(=O)C1=CC2=C(N=C(S2)N)C=C1OC.CC(C(CN1N=CN=C1)=O)(C)C 3,3-dimethyl-1-(1H-1,2,4-triazole-1-yl)butan-2-one methyl-2-amino-5-methoxybenzo[d]thiazole-6-carboxylate